tetrahydropyridinopyrrole N1CCC2C1=CC=CN2